BrC1=CC(=C(C(=O)O)C=C1)C1(CC12CC2)C#N 4-bromo-2-(1-cyanospiro[2.2]pentan-1-yl)benzoic acid